3-(N,N-dimethylaminoethyl)benzo[b]furan-4-yl Phosphate P(=O)(OC1=CC=CC=2OC=C(C21)CCN(C)C)([O-])[O-]